ClC1=NC(=NC=C1)NC1=CC(=C(C=C1)OC1CC(C1)N(C)C)OC 4-chloro-N-(4-((1s,3s)-3-(dimethylamino)cyclobutoxy)-3-methoxyphenyl)pyrimidin-2-amine